5-(3,5-dimethoxy-4-(2-methoxyvinyl)phenyl)-3,4-dimethyl-1-propylpyridin-2(1H)-one COC=1C=C(C=C(C1C=COC)OC)C=1C(=C(C(N(C1)CCC)=O)C)C